azido-2'-deoxy-cytidine triphosphate P(O)(=O)(OP(=O)(O)OP(=O)(O)O)OC[C@@H]1[C@H](C[C@@](O1)(N1C(=O)N=C(N)C=C1)N=[N+]=[N-])O